[O-2].[Ga+3].[Sn+4] Tin-Gallium Oxide